NC(C(C1=CC=CC=C1)SC1=C(C(=C(C(=N1)N1CCC(CC1)NC([C@H](CO)NC(OC(C)(C)C)=O)=O)C#N)CC)C#N)=O tert-butyl ((2S)-1-((1-(6-((2-amino-2-oxo-1-phenylethyl)thio)-3,5-dicyano-4-ethylpyridin-2-yl)piperidin-4-yl)amino)-3-hydroxy-1-oxopropan-2-yl)carbamate